P(OC1=CC=CC=C1)([O-])[O-] monophenyl phosphite